ClC1=CC=2N(C=C1[C@@H]1CC[C@H](CC1)S(=O)(=O)C=1SC(=NN1)C)N=CN2 trans-2-((4-(7-chloro-[1,2,4]triazolo[1,5-a]pyridin-6-yl)cyclohexyl)sulfonyl)-5-methyl-1,3,4-thiadiazole